N-{[4-(difluoromethoxy)-3-fluorophenyl]carbamoyl}-D-isovaline FC(OC1=C(C=C(C=C1)NC(=O)N[C@](C)(CC)C(=O)O)F)F